ClS(=O)(=O)C1=CC=C(C=C1)[C@@H](C)NC(OC(C)(C)C)=O t-butyl {(1R)-1-[4-(chlorosulfonyl)phenyl]ethyl}carbamate